[2-(3,4-Epoxycyclohexyl)ethyl]dimethyloctylsilane C1(CC2C(CC1)O2)CC[Si](CCCCCCCC)(C)C